Cl.ClC1=C(C(=CC=C1)Cl)C=1C=C2C(=NNC2=CC1)NC(CCN)=O N-[5-(2,6-dichlorophenyl)-1H-indazol-3-yl]-β-alaninamide hydrochloride